FC1=CC=C2C(=CNC2=C1)C(=O)[C@@H]1[C@H]2C([C@H]2CN1C(=O)OCC1=CC=CC=C1)(C)C benzyl (1R,2S,5S)-2-(6-fluoro-1H-indole-3-carbonyl)-6,6-dimethyl-3-azabicyclo[3.1.0]hexane-3-carboxylate